CC=1C=C(C=CC1)SC=1C(=NC=NC1)C(=O)O 5-[(3-Methylphenyl)thio]pyrimidine-4-carboxylic acid